CC1(C2C(N(C(C12)=O)CC=1C=C2C(=NC=NN2C1)C=1C=C(C=C2C=CN(C12)C[C@@H]1CNCCO1)C(=O)OC)=O)C methyl 7-(6-((6,6-dimethyl-2,4-dioxo-3-azabicyclo[3.1.0]hexan-3-yl)methyl)pyrrolo[2,1-f][1,2,4]triazin-4-yl)-1-(((S)-morpholin-2-yl)methyl)-1H-indole-5-carboxylate